S1C=NC=C1CC(=O)O 2-Thiazol-5-ylacetic acid